C(C)N=C=NCCCN(C)C 3-{[(ethylimino)methylene]amino}-N,N-dimethylpropan-1-amine